CC1=CC=C(C=C1)C(C(C(C(C1=CC=C(C=C1)C)(F)F)(F)F)(F)F)(F)F 1,4-bis(p-methylphenyl)perfluorobutane